C1(=C(C=CC=C1)C#CC1=NNC2=NC=C(C=C21)C(=O)N2CC(CC2)N(C)C)C2=CC=CC=C2 (3-([1,1'-biphenyl]-2-ylethynyl)-1H-pyrazolo[3,4-b]pyridin-5-yl)(3-(dimethylamino)pyrrolidin-1-yl)methanone